1-((2R,3R,4S,5R)-3,4-dihydroxy-5-((phosphonooxy)-methyl)tetrahydrofuran-2-yl)-3-((6-(triphenylphosphonio)hexyl)carbamoyl)-pyridin-1-ium O[C@H]1[C@@H](O[C@@H]([C@H]1O)COP(=O)(O)O)[N+]1=CC(=CC=C1)C(NCCCCCC[P+](C1=CC=CC=C1)(C1=CC=CC=C1)C1=CC=CC=C1)=O